N-[(1H-1,2,4-triazol-3-yl)carbamothioyl]benzamide N1N=C(N=C1)NC(=S)NC(C1=CC=CC=C1)=O